OC1(NC2=NC=3NC=NC3C(N2C1O)=O)C 6,7-dihydroxy-6-methyl-1,3,4,5,7a-pentaaza-3,5,6,7-tetrahydro-s-indacen-8-one